C1(CC1)CNCC[C@H]1[C@@H]([C@H](CC=2NC3=CC=CC=C3C12)C=1SC=CC1)N (2S,3S,4R)-4-{2-[(Cyclopropylmethyl)amino]ethyl}-2-(thiophen-2-yl)-2,3,4,9-tetrahydro-1H-carbazol-3-amine